FC(C(=O)O)(F)F.N1N=CC(=C1)C#N 1H-pyrazole-4-carbonitrile trifluoroacetate salt